(E)-1-(3-ethyl-4-(hydroxymethyl)phenyl)ethane-1-one-O-(3-cyano-4-(isopropoxy)benzyl)oxime C(#N)C=1C=C(CO\N=C(/C)\C2=CC(=C(C=C2)CO)CC)C=CC1OC(C)C